ClC=1C2=C(N=CN1)NC(C(C2)C)=O 4-chloro-6-methyl-5,8-dihydropyrido[2,3-d]pyrimidin-7(6H)-one